4-(3-Bromo-1-methyl-1H-pyrazol-4-yl)-1-(phenylsulfonyl)-1H-pyrrolo[2,3-b]pyridine BrC1=NN(C=C1C1=C2C(=NC=C1)N(C=C2)S(=O)(=O)C2=CC=CC=C2)C